CN(CCN(C=1C=C(C=CC1)NC=1N=CC2=C(N1)N(C(C=C2C#C[Si](C(C)C)(C(C)C)C(C)C)=O)C)C)C 2-[(3-{[2-(dimethylamino)ethyl](methyl)amino}phenyl)amino]-8-methyl-5-[2-(triisopropylsilyl)ethynyl]pyrido[2,3-d]pyrimidin-7-one